Tert-butyl (3R,5S)-3-[4-[(Z)-dimethylaminomethyleneamino]-2-oxo-3-(4-phenoxyphenyl)imidazo[4,5-c]pyridin-1-yl]-5-hydroxy-piperidine-1-carboxylate CN(C)\C=N/C1=NC=CC2=C1N(C(N2[C@H]2CN(C[C@H](C2)O)C(=O)OC(C)(C)C)=O)C2=CC=C(C=C2)OC2=CC=CC=C2